methyl 2,3-dihydrobenzo[d]isothiazole-3-carboxylate 1,1-dioxide S1(NC(C2=C1C=CC=C2)C(=O)OC)(=O)=O